ClC=1C=NC(=NC1C)C#N 5-chloro-6-methylpyrimidine-2-carbonitrile